C(#CCC\C=C/CC)[Si](C)(C)C (5Z)-5-octen-1-ynyltrimethylsilane